2-methyl-7-(3-(4-(pyridin-2-yl)piperazin-1-yl)propoxy)-3,4-dihydroisoquinolin-1(2H)-one CN1C(C2=CC(=CC=C2CC1)OCCCN1CCN(CC1)C1=NC=CC=C1)=O